tribromobisphenol A CC(C)(C1=CC(=C(C=C1)O)Br)C2=CC(=C(C(=C2)Br)O)Br